CC(CS(=O)(=O)[O-])=C.[Na+] Sodium 2-methylprop-2-ene-1-sulfonate